1-[(2-isopropylphenyl)carbamothioyl]-3-[[4-[1-[4-(trifluoromethyl)phenyl]-1H-1,2,4-triazol-3-yl]phenyl]methyl]urea C(C)(C)C1=C(C=CC=C1)NC(=S)NC(=O)NCC1=CC=C(C=C1)C1=NN(C=N1)C1=CC=C(C=C1)C(F)(F)F